C(C)(C)(C)OC([C@H](C)OC1=C(C=C(C(=C1)F)Cl)C1=NOCC1OCCCC)=O (2S)-2-[4-chloro-5-fluoro-2-(4-butoxy-4,5-dihydroisoxazol-3-yl)phenoxy]propionic acid tert-butyl ester